C(C)(C)(C)OC(N[C@H]1[C@@H]2N(C[C@H]1C[C@@H]2OC)[C@@H](C)C2=CC=CC=C2)=O N-[(1S,4R,6S,7R)-6-methoxy-2-[(1S)-1-phenylethyl]-2-azabicyclo[2.2.1]heptan-7-yl]carbamic acid tert-butyl ester